C[SiH2]C=1OO[O+]=CC1 methyl-trioxiniosilane